Cl.ClC1=C(C=CC=C1C1=CC(=CC=C1)Cl)[C@@]1(CC(N(C(N1)=N)[C@@H]1C[C@@H]([C@@H](CC1)O)C)=O)C |o1:22,24,25| (6S)-6-[2-Chloro-3-(3-chloro-phenyl)phenyl]-3-[(1S*,3S*,4R*)-4-hydroxy-3-methylcyclohexyl]-2-imino-6-methylhexahydro-pyrimidin-4-one hydrochloride